CC1=C(C=2N(C=C1C1=C(C3=NC(=CC=C3N1)C1CCC(CC1)[C@H]1S(CC13CNC3)(=O)=O)C(C)C)N=CN2)C (1r,4r)-(4-(2-(7,8-dimethyl-[1,2,4]triazolo[1,5-a]pyridin-6-yl)-3-isopropyl-1H-pyrrolo[3,2-b]pyridin-5-yl)cyclohexyl)-2-thia-6-azaspiro[3.3]heptane 2,2-dioxide